CC(C(=O)O)CCCCCCCCCCCCCCCC.C(CCCCCCCCCCCCCCCCC)(=O)OC methyl octadecanoate (methyl stearate)